C(C)OC(C(C)(C)OC1=C(C=C(C=C1C)CN1C(N(C=C1)C1=CC=C(C=C1)OC(F)(F)F)=O)C)=O 2-(2,6-dimethyl-4-((2-oxo-3-(4-(trifluoromethoxy)phenyl)-2,3-dihydro-1H-imidazol-1-yl)methyl)phenoxy)-2-methylpropanoic acid ethyl ester